NC1=C(SC2=NC(=CC=C21)C)C(=O)NCCC2=CC(=C(C=C2F)N2CCC2)F 1-(4-(2-(3-amino-6-methylthieno[2,3-b]pyridine-2-carboxamido)ethyl)-2,5-difluorophenyl)azetidin